OC(CN1C=NC2=C1C=C(C=C2)C=O)(C)C (2-hydroxy-2-methylpropyl)-1H-benzo[d]imidazole-6-carbaldehyde